1,2,3,4-tetrahydro-1-oxo-β-carboline O=C1NCCC=2C3=CC=CC=C3NC12